C(C)(C)(C)OC(=O)N(CCCCNCCCN(C(OC(C)(C)C)=O)C)C tert-butyl N-[3-({4-[(tert-butoxycarbonyl)(methyl)amino]butyl}amino)propyl]-N-methylcarbamate